N-([1,1'-biphenyl]-4-yl)-9,9'-spirobifluorene-2-amine C1(=CC=C(C=C1)NC1=CC=2C3(C4=CC=CC=C4C2C=C1)C1=CC=CC=C1C=1C=CC=CC13)C1=CC=CC=C1